C1(=CC=CC=C1)[C@@H]1[C@H](OC2(O1)CCCC2)CO ((2R,3R)-3-phenyl-1,4-dioxaspiro[4.4]nonan-2-yl)methanol